NC=1N=C(C=C2C=CN=CC12)C=1C=NC(=CC1C)C1=CC=CC=C1 8-amino-6-(4-methyl-6-phenylpyridin-3-yl)-2,7-naphthyridine